C(#N)C1=C(C=C(C=C1)[C@H](C)NC(=O)C=1C(NC2=C(N=C(C=C2C1N1CCN[C@H](CC1)C)C)C1CC1)=O)C(F)(F)F N-{(S)-1-[4-cyano-3-(trifluoromethyl)phenyl]ethyl}-4-[(S)-5-methyl-1,4-diazepan-1-yl]-8-cyclopropyl-6-methyl-2-oxo-1,2-dihydro-1,7-diaza-3-naphthamide